cyclobutyl(6-(2-methyl-2H-pyrazolo[3,4-b]pyridin-5-yl)-4-(1-methyl-1H-pyrazol-5-yl)thieno[2,3-b]pyridin-2-yl)methanol C1(CCC1)C(O)C1=CC=2C(=NC(=CC2C2=CC=NN2C)C2=CC=3C(N=C2)=NN(C3)C)S1